dimethyl-cyclopentanyl-benzothiophene CC1=CC=CC2=C1C(=C(S2)C2CCCC2)C